C1(CCC(CCCCCC)O1)=O δ-decanolactone